9-Phenanthreneboronic acid tert-Butyl-4-(7-methylsulfanyl-2-oxo-1,2,4,5-tetrahydrobenzo[d][1,3]diazepin-3-yl)-piperidine-1-carboxylate C(C)(C)(C)OC(=O)N1CCC(CC1)N1C(NC2=C(CC1)C=C(C=C2)SC)=O.C2=CC=CC=1C3=CC=CC=C3C(=CC21)B(O)O